FC=1C=C(CNC(=O)N2CC3=C(CC2)SC(=C3)C3=NOC(=N3)C(F)(F)F)C=CC1 N-(3-fluorobenzyl)-2-(5-(trifluoromethyl)-1,2,4-oxadiazol-3-yl)-6,7-dihydrothieno[3,2-c]pyridine-5(4H)-carboxamide